C(C)(C)(C)OC(=O)N1CC(CC1)COS(=O)(=O)C 3-(((methylsulfonyl)oxy)methyl)pyrrolidine-1-carboxylic acid tert.Butyl ester